C(C1=CC=CC=C1)OCCCC1=NC=2C(=C3C(=[N+](C2)[O-])C=C(S3)Br)N1CC1=CC=C(C=C1)OC 2-(3-(benzyloxy)propyl)-7-bromo-1-(4-methoxybenzyl)-1H-imidazo[4,5-d]thieno[3,2-b]pyridine-5-oxide